NC1=C(C=NN1)C1=CC=C2C(N(C=NC2=C1)[C@H](C)C=1C=C(C(=O)NC)C=CC1)=O (R)-3-(1-(7-(5-Amino-1H-pyrazol-4-yl)-4-oxoquinazolin-3(4H)-yl)ethyl)-N-methylbenzamide